1-(3-Acetylphenyl)-3-(3-(2-methoxyethyl)-1-(2-morpholinoethyl)-2,4-dioxo-1,2,3,4-tetrahydroquinazolin-6-yl)urea C(C)(=O)C=1C=C(C=CC1)NC(=O)NC=1C=C2C(N(C(N(C2=CC1)CCN1CCOCC1)=O)CCOC)=O